C(C)(C)(C)OC(=O)O[C@@H]1[C@H]([C@H](N(C1)C(=O)OC(C)(C)C)CC1=CC=C(C=C1)C1=CC=NS1)O tert-butyl (2R,3S,4S)-4-[(tert-butoxycarbonyl)oxy]-3-hydroxy-2-{[4-(1,2-thiazol-5-yl)phenyl]methyl}pyrrolidine-1-carboxylate